CC=1C=C2CO[C@]3(O[C@@H]([C@H]([C@@H]([C@H]3O)O)O)C)C2=CC1CC1=CC=C(C=C1)CC (1S,3'R,4'S,5'S,6'R)-5,6'-Dimethyl-6-(4-ethyl-benzyl)-3',4',5',6'-tetrahydro-3H-spiro-[isobenzofuran-1,2'-pyran]-3',4',5'-triol